NCC1CC2(CN(C2)CC(=O)NC(C)(C)C)C1 2-(6-(aminomethyl)-2-azaspiro[3.3]heptan-2-yl)-N-(tert-butyl)acetamide